rac-(4s,5r)-3-(2-methoxy-6-(trifluoromethyl) pyridin-3-yl)-4,5-dimethyl-5-(trifluoromethyl)-4,5-dihydrofuran-2-carboxylate COC1=NC(=CC=C1C1=C(O[C@]([C@H]1C)(C(F)(F)F)C)C(=O)[O-])C(F)(F)F |r|